6-bromo-3-chloro-5-fluoro-pyridine-2-carboxylate BrC1=C(C=C(C(=N1)C(=O)[O-])Cl)F